ClC1=C(C=C(C=C1)NC(=O)[C@@H]1C([C@H]1C1=CC(=C(C=C1)F)C(F)(F)F)(Cl)Cl)NC(C1=C(N=C(C=C1)F)F)=O N-(2-chloro-5-((1R,3R)-2,2-dichloro-3-(4-fluoro-3-(trifluoromethyl)phenyl)cyclopropane-1-carboxamido)phenyl)-2,6-difluoronicotinamide